CN(C1=NC=CC(=C1)C=1C=C(C=CC1)C=1N=C(SC1)NC(=O)[C@H]1N(CC1)C(=O)C1=CN(C(=C1)C)S(=O)(=O)C)C (S)-N-(4-(3-(2-(dimethylamino)pyridin-4-yl)phenyl)thiazol-2-yl)-1-(5-methyl-1-(methylsulfonyl)-1H-pyrrole-3-carbonyl)azetidine-2-carboxamide